1-[10-(4-fluoro-3-methoxy-phenyl)-12-iodo-11-isopropyl-2,4,5,10-tetrazatricyclo[7.3.0.03,7]dodeca-1(9),2,5,7,11-pentaen-4-yl]-2,2-dimethyl-propan-1-one FC1=C(C=C(C=C1)N1C=2C=C3C=NN(C3=NC2C(=C1C(C)C)I)C(C(C)(C)C)=O)OC